COC([C@H](C(C)C)NC=1NC(/C(/N1)=C/C1=CC2=C(N=CS2)C=C1)=O)=O.C1(CC1)C1=C(N)C(=CC(=C1)F)C(=C)C 2-cyclopropyl-4-fluoro-6-(prop-1-en-2-yl)aniline Methyl-(2S)-2-[[(4Z)-4-(1,3-benzothiazol-6-ylmethylene)-5-oxo-1H-imidazol-2-yl]amino]-3-methyl-butanoate